N[C@H]1CS(C2=C(N(C1=O)CC1=CC=C(C#N)C=C1)C=C(C(=C2)F)C=2OC(=NN2)C(C)(C)C)(=O)=O 4-[[(3R)-3-amino-7-(5-tert-butyl-1,3,4-oxadiazol-2-yl)-8-fluoro-1,1,4-trioxo-2,3-dihydro-1λ6,5-benzothiazepin-5-yl]methyl]benzonitrile